C(\C=C\C(=O)O)(=O)O.N1(CCCC1)CCC1=C(C=CC2=CC=CC=C12)O 1-(2-(pyrrolidin-1-yl)ethyl)naphthalen-2-ol fumarate